OC=1C=C(C=CC1)NC(C)=O N-(3-hydroxyphenyl)acetamide